O=C1NC(CCC1C1=CC=C(CN2CCC(CC2)C2=CC=C(C=C2)NC2=NC=C(C(=N2)NCC=2C=C(C=CC2)N(S(=O)(=O)C)C)C(F)(F)F)C=C1)=O N-(3-(((2-((4-(1-(4-(2,6-dioxopiperidin-3-yl)benzyl)piperidin-4-yl)phenyl)amino)-5-(trifluoromethyl)pyrimidin-4-yl)amino)methyl)phenyl)-N-methylmethanesulfonamide